Tert-Butyl 3-((6-chloro-4-(morpholinomethyl)pyridin-2-yl)amino)piperidine-1-carboxylate ClC1=CC(=CC(=N1)NC1CN(CCC1)C(=O)OC(C)(C)C)CN1CCOCC1